OC1(CCC(CC1)F)C(=O)O 1-hydroxy-4-fluorocyclohexane-1-carboxylic acid